C(C1=CC=CC=C1)[C@]1([C@](O[C@@H]([C@]([C@@]1(O)CC1=CC=CC=C1)(O)CC1=CC=CC=C1)COCC1=CC=CC=C1)(S(=O)(=O)N1CC=CC=C1)S)O 2,3,4,6-O-tetrabenzyl-1-(pyridin-1-yl)sulfonyl-α-D-mannopyranosyl-sulfan